O=C1N(CCN1)C=1C=C(C=CC1)C=1C2=C(N=CN1)CN(C2)C#N 4-(3-(2-oxoimidazolidin-1-yl)phenyl)-5,7-dihydro-6H-pyrrolo[3,4-d]pyrimidine-6-carbonitrile